hexa-(aminophenoxy)cyclotriphosphazene hydrochloride Cl.NC1=C(OP2(=NP(=NP(=N2)(OC2=C(C=CC=C2)N)OC2=C(C=CC=C2)N)(OC2=C(C=CC=C2)N)OC2=C(C=CC=C2)N)OC2=C(C=CC=C2)N)C=CC=C1